C(#N)N=C(C1=CC=CC=C1)N N'-cyanobenzamidine